ClC1=C(N(C(C2=C(C=CC=C12)C1=CC=C(C=C1)N1CCN(CC1)C(=O)OC(C)(C)C)=O)C1=CC=CC=C1)[C@H](C)NC=1C2=C(N=CN1)NC=CC2=O tert-butyl (S)-4-(4-(4-chloro-1-oxo-3-(1-((5-oxo-5,8-dihydropyrido[2,3-d]pyrimidin-4-yl)amino)ethyl)-2-phenyl-1,2-dihydroisoquinolin-8-yl)phenyl)piperazin-1-carboxylate